[O-]S(=O)(=O)C(F)(F)F.[Fe+2].[Zn+2].CN(C1CN(C1)C(=O)[C@@H]1CC2=C(CN1C(C)C)N=C(N2)C2=NNC1=CC(=CC=C21)C2=C(C=C(C=C2)O)CC)C.[O-]S(=O)(=O)C(F)(F)F.[O-]S(=O)(=O)C(F)(F)F.[O-]S(=O)(=O)C(F)(F)F (S)-(3-(dimethylamino)azetidin-1-yl)(2-(6-(2-ethyl-4-hydroxyphenyl)-1H-indazol-3-yl)-5-isopropyl-4,5,6,7-tetrahydro-1H-imidazo[4,5-c]pyridin-6-yl)methanone zinc iron triflate